6-amino-3-((3aS,4R,6aR)-6-(((2-(bis(4-methoxybenzyl)amino)-3-chloro-5-fluoroquinolin-7-yl)oxy)methyl)-2,2-dimethyl-3a,6a-dihydro-4H-cyclopenta[d][1,3]dioxol-4-yl)pyrimidin-4(3H)-one NC1=CC(N(C=N1)[C@@H]1C=C([C@H]2OC(O[C@H]21)(C)C)COC2=CC(=C1C=C(C(=NC1=C2)N(CC2=CC=C(C=C2)OC)CC2=CC=C(C=C2)OC)Cl)F)=O